COCCN1N=NC2=C1C=CC(=C2)C2=NN(C(=C2)C(F)(F)F)CC2=CC=C(C(=O)NO)C=C2 4-{[3-(1-(2-methoxyethyl)-1H-benzo[d][1,2,3]triazol-5-yl)-5-trifluoromethyl-1H-pyrazol-1-yl]methyl}-N-hydroxybenzoamide